bis(Aminoethyl) ether NCCOCCN